C(C1=CC=CC=C1)(=O)N1CCC(CC1)CCNC(=O)C1=CC=2C=NC=CC2N1 N-[2-(1-benzoylpiperidin-4-yl)ethyl]-1H-pyrrolo[3,2-c]pyridine-2-carboxamide